C[C@H]1N(C(N(C1)C=1C=C2CN(C(C2=CC1)=O)C1C(N(C(CC1)=O)COCC[Si](C)(C)C)=O)=O)C1=CC=CC=C1 3-(5-((R)-4-methyl-2-oxo-3-phenylimidazolidin-1-yl)-1-oxoisoindolin-2-yl)-1-((2-(trimethylsilyl)ethoxy)methyl)piperidine-2,6-dione